N=1NN=NC1C=O 2H-TETRAZOLE-5-CARBALDEHYDE